(1S,2R)-2-((S)-5-Chloro-8-((1,5-dimethyl-1H-1,2,3-triazol-4-yl)methoxy)-1-((2-oxopyrrolidin-1-yl)methyl)-1,2,3,4-tetrahydroisochinolin-2-carbonyl)-1-methylcyclohexan ClC1=C2CCN([C@@H](C2=C(C=C1)OCC=1N=NN(C1C)C)CN1C(CCC1)=O)C(=O)[C@H]1[C@H](CCCC1)C